FC1=C(CSC2=C(N=NN2)C(=O)O)C=CC=C1 5-((2-fluorobenzyl)thio)-1H-1,2,3-triazole-4-carboxylic acid